N-(3-fluoro-4-((7-(2-(3-fluoroazetidin-1-yl)ethoxy)-6-methoxyquinolin-4-yl)oxy)phenyl)-5-(4-fluorophenyl)-6-oxo-2,3,5,6-tetrahydrofuro[3,2-c]pyridine-7-carboxamide FC=1C=C(C=CC1OC1=CC=NC2=CC(=C(C=C12)OC)OCCN1CC(C1)F)NC(=O)C1=C2C(=CN(C1=O)C1=CC=C(C=C1)F)CCO2